Methyl 2-(3-chloro-5-fluorophenyl)acetate ClC=1C=C(C=C(C1)F)CC(=O)OC